3-aza-bicyclo[3.2.1]octanecarboxylic acid C12(CNCC(CC1)C2)C(=O)O